5-methoxythiophene-2-carbaldehyde COC1=CC=C(S1)C=O